methyl (2S,4S)-4-hydroxypiperidine-2-carboxylate hydrochloride Cl.O[C@@H]1C[C@H](NCC1)C(=O)OC